C1(CC1)C=1SC(=CN1)C=1C=C(C=CC1)N(C(=O)[C@@H]1CC[C@H](CC1)C(=O)OC)C[C@@H]1CC[C@H](CC1)C1=CC(=C(C=C1)OC)C trans-Methyl 4-((3-(2-cyclopropylthiazol-5-yl)phenyl)((trans-4-(4-methoxy-3-methylphenyl)cyclohexyl)methyl)carbamoyl)-cyclohexanecarboxylate